COCN1C(N(C(C1OC)OC)COC)=O 1,3-bis(methoxymethyl)-4,5-dimethoxy-2-imidazolidone